OC=1C=C(C2=C(OCOC2=O)C1C1C=C(CCC1C(=C)C)C)CCC 7-hydroxy-8-(3-methyl-6-(prop-1-en-2-yl)cyclohex-2-en-1-yl)-5-propyl-4H-benzo[d][1,3]dioxin-4-one